ClC1=CC=C(C=C1)S(=O)(=O)NCCC1=CC=C(C=C1)CC(=O)O 2-[4-[2-[(4-chlorophenyl)sulfonylamino]ethyl]phenyl]acetic acid